ethyl 3-amino-5-(benzyloxycarbonylamino)-4,5,6,7-tetrahydrobenzothiophene-2-carboxylate NC1=C(SC2=C1CC(CC2)NC(=O)OCC2=CC=CC=C2)C(=O)OCC